Tert-Butyl ((1-(5-((2-chloro-3-(2-(2-oxopiperazin-1-yl)acetamido)phenyl)thio)pyrazin-2-yl)-4-methylpiperidin-4-yl)methyl)carbamate ClC1=C(C=CC=C1NC(CN1C(CNCC1)=O)=O)SC=1N=CC(=NC1)N1CCC(CC1)(C)CNC(OC(C)(C)C)=O